COC=1C=CC(=C2CCN(C12)CCCOC)CC(C(C)C)NC=O N-(1-(7-methoxy-1-(3-methoxypropyl)indolin-4-yl)-3-methylbutan-2-yl)carboxamide